COC(=O)[C@]12N(C=3C=CC=CC3[C@H]1C2)C(C)=O Methyl-(1aR,6bR)-2-acetyl-2,6b-dihydrocyclopropa[b]indole-1a(1H)-carboxylate